ClC1=NC=2N(C(=C1)C=1C=NC(=CC1)C(F)(F)F)N=C(C2C2=CC=C(C=C2)Cl)C2=C(C=CC=C2)Cl 5-chloro-2-(2-chlorophenyl)-3-(4-chlorophenyl)-7-[6-(trifluoromethyl)-3-pyridyl]pyrazolo[1,5-a]pyrimidine